3-(tert-butyl)-N-(2-fluoro-4-(2-(2-nitro-4-(trifluoromethyl)phenyl)-3H-imidazo[4,5-b]pyridin-7-yl)benzyl)-1,2,4-oxadiazole-5-carboxamide C(C)(C)(C)C1=NOC(=N1)C(=O)NCC1=C(C=C(C=C1)C1=C2C(=NC=C1)NC(=N2)C2=C(C=C(C=C2)C(F)(F)F)[N+](=O)[O-])F